C(#N)C1=C(SC2=C1C(=NC=C2F)C=2C1=C(C=3C=NC(=NC3C2F)OC[C@H]2N(C[C@@H](C2)C(F)(F)F)C)COC1)NC(OC(C)(C)C)=O tert-Butyl N-[3-cyano-7-fluoro-4-[5-fluoro-3-[[(2S,4R)-1-methyl-4-(trifluoromethyl)pyrrolidin-2-yl]methoxy]-7,9-dihydrofuro[3,4-f]quinazolin-6-yl]thieno[3,2-c]pyridin-2-yl]carbamate